FC(C1=C(C(C2=CC=C(C=C2)F)OC2CN(C2)C(=O)N[C@H](C2=CC=CC=C2)C)C=CC=C1)(F)F 3-[2-(trifluoromethyl)-4'-fluorobenzhydryloxy]-N-[(S)-α-methylbenzyl]azetidine-1-carboxamide